3-acetyl-3-methylpentanedicarbonitrile C(C)(=O)C(CCC#N)(CCC#N)C